(triisopropylsilyl) (amyl) fumarate C(\C=C\C(=O)OCCCCC)(=O)O[Si](C(C)C)(C(C)C)C(C)C